Cl.CC1=CC=C2C(=NN(C2=C1)S(=O)(=O)CC1=CC=CC=C1)C1CCNCC1 6-methyl-3-(piperidin-4-yl)-1-toluenesulfonyl-1H-indazole hydrochloride